16-(tert-butoxy)-16-oxo-hexadecanoic acid C(C)(C)(C)OC(CCCCCCCCCCCCCCC(=O)O)=O